COC(=O)C=1C=C(C=CC1)C1(CC1)N(C(=O)C=1N=CN2C1CN(C(C2)C)C(=O)OC(C)(C)C)C Tert-butyl 1-((1-(3-(methoxycarbonyl)phenyl)cyclopropyl)(methyl)carbamoyl)-6-methyl-5,6-dihydroimidazo[1,5-a]pyrazine-7(8H)-carboxylate